CN(C1CCN(CC1)C1=CC=2C(=C(N=NC2N[C@H](C)C=2C(=C(C=CC2)C(C(C)(O)C)(F)F)F)C)N=C1)C (R)-1-(3-(1-((3-(4-(dimethylamino)piperidin-1-yl)-8-methylpyrido[2,3-d]pyridazin-5-yl)amino)ethyl)-2-fluorophenyl)-1,1-difluoro-2-methylpropan-2-ol